2,3-dihydro-1H-inden-1-ylcarbamic acid chloromethyl ester ClCOC(NC1CCC2=CC=CC=C12)=O